3-((1,6-naphthyridin-4-yl)amino)-N-(3-(pyridin-4-yloxy)phenyl)benzamide N1=CC=C(C2=CN=CC=C12)NC=1C=C(C(=O)NC2=CC(=CC=C2)OC2=CC=NC=C2)C=CC1